N-(8-(methylamino)-5-(4-phenyloxazol-2-yl)-2,7-naphthyridin-3-yl)cyclopropanecarboxamide CNC=1N=CC(=C2C=C(N=CC12)NC(=O)C1CC1)C=1OC=C(N1)C1=CC=CC=C1